FC1=C(C(=O)NCC2=CC=NC=C2)C=CC(=N1)N1CCC(CC1)OC=1C=NC(=CC1)OC 2-fluoro-6-(4-((6-methoxypyridin-3-yl)oxy)piperidin-1-yl)-N-(pyridin-4-ylmethyl)nicotinamide